3-Chloro-5-(8-(1,3-dimethyl-2-oxo-7-(tetrahydro-2H-pyran-4-yl)-1,2-dihydroquinolin-5-yl)isoquinolin-3-yl)-N-(3-(3-((2,6-dioxopiperidin-3-yl)amino)phenyl)prop-2-yn-1-yl)picolinamide ClC=1C(=NC=C(C1)C=1N=CC2=C(C=CC=C2C1)C1=C2C=C(C(N(C2=CC(=C1)C1CCOCC1)C)=O)C)C(=O)NCC#CC1=CC(=CC=C1)NC1C(NC(CC1)=O)=O